N,N-dimethyl-2-(2-(methylamino)ethoxy)ethane-1-amine CN(CCOCCNC)C